N[S@](=NC(CC1=C(C=C(C=C1C(C)C)C1=CC2=C(OC(O2)(F)F)C=C1)C(C)C)=O)(=O)C=1SC(=CN1)C(C)(C)O (R)-N-(amino(5-(2-hydroxypropan-2-yl)thiazol-2-yl)(oxo)-λ6-sulfaneylidene)-2-(4-(2,2-difluorobenzo[d][1,3]dioxol-5-yl)-2,6-diisopropylphenyl)acetamide